N-(1'-isopropyl-7-(trifluoromethyl)spiro[chromeno[4,3-d]thiazole-4,4'-piperidin]-2-yl)-4,6-dimethoxypyrimidine-5-carboxamide C(C)(C)N1CCC2(CC1)OC=1C=C(C=CC1C=1N=C(SC12)NC(=O)C=1C(=NC=NC1OC)OC)C(F)(F)F